BrC1=CC=CC=2C=3N(C(=NC12)N[C@H](C)C(=O)NCCCN(C)C)N=C(N3)C3=CC=C(C=C3)OC N2-[7-bromo-2-(4-methoxyphenyl)[1,2,4]triazolo[1,5-c]quinazolin-5-yl]-N-[3-(dimethylamino)propyl]-D-alaninamide